C(C)(C)(C)C(C(CC)N)OC(=O)N1C(C[C@H](C1)N(C)C)(C(=O)OCC1=CC=CC=C1)CC=CC (4R)-2-(but-2-enyl)-4-(dimethylamino)pyrrolidine-1,2-dicarboxylic acid 2-benzyl 1-tert-butyl-2-aminoButyl ester